4-(3,5-dihydroxyphenyl-methylaminocarbonyl)-2,5-dihydroxybenzoic acid OC=1C=C(C=C(C1)O)N(C(=O)C1=CC(=C(C(=O)O)C=C1O)O)C